CN1CCC2(CC(C2)N(C([O-])=O)C=2N=CC3=C(C(=C(C=C3C2)C2=C(C3=C(OCCN3)N=C2)C)F)N)CC1 7-Methyl-7-azaspiro[3.5]nonan-2-yl(8-amino-7-fluoro-6-(8-methyl-2,3-dihydro-1H-pyrido[2,3-b][1,4]oxazin-7-yl)isoquinolin-3-yl)carbamate